2-(2-(pyridine-2-yl)hydrazinocarbonyl)piperidine-1-carboxylic acid tert-butyl ester C(C)(C)(C)OC(=O)N1C(CCCC1)C(=O)NNC1=NC=CC=C1